2-amino-1-(4-(6,7-dimethoxyquinazolin-4-yl)piperazin-1-yl)ethan-1-one NCC(=O)N1CCN(CC1)C1=NC=NC2=CC(=C(C=C12)OC)OC